O=C1CC2CN(C(C1)C2)C(=O)OC(C)(C)C tert-Butyl 3-oxo-6-azabicyclo[3.2.1]octane-6-carboxylate